6-[5-(1,3-Benzothiazol-6-yl)-1H,2H,3H-imidazo[1,2-a][1,3]diazol-6-yl]pyridin-2-ol S1C=NC2=C1C=C(C=C2)C2=C(N=C1N2CCN1)C1=CC=CC(=N1)O